C(CCCCCCCCCCCCCCCCC)(=O)O.C(CCCCCCCCCCCCCCCCC)(=O)O.C(CCCCCCCCCCCCCCCCC)(=O)O.OC[C@H](O)[C@@H](O)[C@H](O)[C@H](O)CO sorbitol tristearate